[N+](=O)([O-])O[C@@H](COCCC(=O)[O-])CO[N+](=O)[O-] 3-[(2S)-2,3-bis(nitrooxy)propoxy]propanoate